2,4,6-Trichloroanisol ClC1=C(C(=CC(=C1)Cl)Cl)OC